(E)-N-(5-(5-(2-cyanovinyl)benzo[d]oxazol-2-yl)-8-(methylamino)-2,7-naphthyridin-3-yl)cyclopropanecarboxamide C(#N)/C=C/C=1C=CC2=C(N=C(O2)C2=C3C=C(N=CC3=C(N=C2)NC)NC(=O)C2CC2)C1